ClC=1C(=C(CNC(CN(C(NC2=CN(C3=CC=CC=C23)C(=O)N)=O)C(C)C)=O)C=CC1)F 3-(3-(2-((3-chloro-2-fluorobenzyl)amino)-2-oxoethyl)-3-isopropylureido)-1H-indole-1-carboxamide